BrC1=CC(=C(C(=O)N(C)C)C=C1)OC 4-Bromo-2-methoxy-N,N-dimethyl-benzamide